rac-(4aR,8aR)-1-(6-chloropyridazin-3-yl)-7-methyl-3,4,4a,5,6,8a-hexahydro-2H-1,7-naphthyridin-8-one ClC1=CC=C(N=N1)N1CCC[C@@H]2CCN(C([C@H]12)=O)C |r|